BrC=1C=C2C=3CCCC(C3NC2=CC1)NCC1=CC=NN1C 6-bromo-N-((1-methyl-1H-pyrazol-5-yl)methyl)-2,3,4,9-tetrahydro-1H-carbazol-1-amine